3-amino-4-((3-azidopropyl) amino)-4-oxobutanoate NC(CC(=O)[O-])C(=O)NCCCN=[N+]=[N-]